C(CCCCCCC)(=O)C(C(O)(C(CCCCCCC)=O)C(CCCCCCC)=O)(O)CO tricaprylyl-Glycerol